C(#N)[C@@H]1N(C(N(C1)C1=CN=C(C=C1C(=O)O)C(F)(F)F)=O)C1=CN=CC2=CC=CC=C12 (R)-5-(4-cyano-3-(isoquinolin-4-yl)-2-oxoimidazolin-1-yl)-2-(trifluoromethyl)isonicotinic acid